C(C)OC1(C=CC(=CN1)C=1C=CNC1)N1CC2N(C(C1)C2)CC=2C=NC(=CC2)OC 6-Ethoxy-4-(6-(6-((6-methoxypyridin-3-yl)methyl)-3,6-diazabicyclo[3.1.1]heptan-3-yl)pyridin-3-yl)-1H-pyrrole